C1(CCCCC1)NC(=O)C1=CC(=CC(=C1)C(=O)NC1CCCCC1)C(=O)NC1CCCCC1 N,N',N''-tris-cyclohexyl-1,3,5-benzene-tricarboxamide